SCCSCCS 2-mercaptoethyl sulfide